IC=1C=C(C=C(C1OC)I)C(=O)N1C2=C(SCC1)C=CC=C2 (3,5-diiodo-4-methoxyphenyl)(2,3-dihydro-4H-benzo[b][1,4]thiazin-4-yl)methanone